CC1=NOC(=C1C1=CC=C(C=C1)C(C)[N+]1=NOC=C1)C 3-(1-(4-(3,5-dimethylisoxazol-4-yl)phenyl)ethyl)-1,2,3-oxadiazol-3-ium